(1S,3R,4S)-N-((S)-1-cyano-2-((S)-2-oxopyrrolidin-3-yl)ethyl)-2-((R)-3-cyclopropyl-2-((5-methylpyridin-3-yl)amino)propanoyl)-5,5-difluoro-2-azabicyclo[2.2.2]octane-3-carboxamide C(#N)[C@H](C[C@H]1C(NCC1)=O)NC(=O)[C@@H]1N([C@@H]2CC([C@H]1CC2)(F)F)C([C@@H](CC2CC2)NC=2C=NC=C(C2)C)=O